BrC1=C(N\N=C\2/N=CC=CC=C2)C(=CC=C1)Br (2Z)-N-(2,6-dibromoanilino)azepin-2-imine